(2S,4S)-N-[(1S)-2-amino-2-oxo-1-[[(3S)-2-oxopyrrolidin-3-yl]methyl]ethyl]-1-[(2S)-3,3-dimethyl-2-[(2,2,2-trifluoroacetyl)amino]butanoyl]-4-methoxy-pyrrolidine-2-carboxamide NC([C@H](C[C@H]1C(NCC1)=O)NC(=O)[C@H]1N(C[C@H](C1)OC)C([C@H](C(C)(C)C)NC(C(F)(F)F)=O)=O)=O